ClCCS(=O)(=O)Cl 2-chloroethanesulfonylchloride